CC=1C2=C(CC(N(C1)C)=O)N=CC=C2 5,7-dimethyl-9H-pyrido[2,3-d]azepin-8-one